3-(2-((2,3-dihydro-1H-inden-2-yl)amino)pyrimidin-5-yl)propionic acid C1C(CC2=CC=CC=C12)NC1=NC=C(C=N1)CCC(=O)O